1-Naphthalenyl acrylate C(C=C)(=O)OC1=CC=CC2=CC=CC=C12